(R)- or (S)-N-((6-methyl-1-(4-(trifluoromethyl)phenyl)-2,3-dihydro-1H-pyrido[2,3-b][1,4]oxazin-3-yl)methyl)acetamide CC=1C=CC2=C(O[C@@H](CN2C2=CC=C(C=C2)C(F)(F)F)CNC(C)=O)N1 |o1:7|